5-bromo-7-fluoro-2-methylisoquinolin-1(2H)-one BrC1=C2C=CN(C(C2=CC(=C1)F)=O)C